N1=C(C=CC2=CC=CC=C12)CN1CCCCC1 1-(quinolin-2-ylmethyl)piperidin